N-[(4-cyano-3-fluorophenyl)methyl]-N-(2-methanesulfonylphenyl)acetamide C(#N)C1=C(C=C(C=C1)CN(C(C)=O)C1=C(C=CC=C1)S(=O)(=O)C)F